4-(6-Phenylpyridazin-3-yl)-1-azabicyclo[3.2.2]non-3-ene C1(=CC=CC=C1)C1=CC=C(N=N1)C1=CCN2CCC1CC2